NC1=CC(=C(C=C1)C1=NN(C2=CC=C(C=C12)C(=O)NC1=CC(=C(C=C1)C)C(N)=O)C)C 3-(4-Amino-2-methylphenyl)-N-(3-carbamoyl-4-methylphenyl)-1-methyl-1H-indazole-5-carboxamide